N1=CC=C(C=C1)CC(=O)[C@](N)(CCC(N)=O)C(=O)O 2-(pyridin-4-ylacetyl)-L-glutamine